CS(=O)(=O)C=1C=C(C=C(C1)C(F)(F)F)CC1CC2(CN(C2)C(=O)N2CC3(C2)NC(CC3)=O)C1 2-[6-[[3-(methylsulfonyl)-5-(trifluoromethyl)phenyl]methyl]-2-azaspiro[3.3]heptane-2-carbonyl]-2,5-diazaspiro[3.4]octan-6-one